OC[C@H](C)NC(=O)C=1C(N(N=C(C1)C1=CC=C(C=C1)C(F)(F)F)C=1C=NC=CC1)=O N-[(2S)-1-Hydroxypropan-2-yl]-3-oxo-2-(pyridin-3-yl)-6-[4-(trifluoromethyl)phenyl]-2,3-dihydropyridazine-4-carboxamide